N-(5-phenyl-1,3,4-oxadiazol-2-yl)-3-(trifluoromethoxy)benzamide C1(=CC=CC=C1)C1=NN=C(O1)NC(C1=CC(=CC=C1)OC(F)(F)F)=O